COC=1C=C(C=C(C1OC)OC)N1C([C@H]([C@@H]1C1=CC(=C(C=C1)OC)O)CNC([C@@H](N)C(C)C)=O)=O (3S,4R)-1-(3,4,5-trimethoxyphenyl)-4-(3-hydroxy-4-methoxyphenyl)-3-(L-valylaminomethyl)azetidin-2-one